O=C1NC(CCC1C=1C=C(C(=NC1)N1CCC(CC1)CC(=O)N1CCC(CC1)C=1N=C2N(C=C(C(=C2)OC(C)C)C(=O)NC=2C=NN3C2N=CC=C3)C1)F)=O 2-(1-(2-(1-(5-(2,6-dioxopiperidin-3-yl)-3-fluoropyridin-2-yl)piperidin-4-yl)acetyl)piperidin-4-yl)-7-isopropoxy-N-(pyrazolo[1,5-a]pyrimidin-3-yl)imidazo[1,2-a]pyridine-6-carboxamide